FC(C=1C=C(C=CC1)C1=NC2=CC=CC=C2C=C1)(F)F 2-(3-Trifluoromethylphenyl)quinoline